NC=1C=CC(=NC1NCC1(CC1)CC#N)C(=O)OC methyl 5-amino-6-(((1-(cyanomethyl)cyclopropyl)methyl)amino)picolinate